3,4-dichloro-N-((3S,4R)-1-(6-(1-hydroxycyclohexyl)pyridazin-3-yl)-3-methoxypiperidin-4-yl)-5-methyl-1H-pyrrole-2-carboxamide ClC1=C(NC(=C1Cl)C)C(=O)N[C@H]1[C@H](CN(CC1)C=1N=NC(=CC1)C1(CCCCC1)O)OC